C(#N)C1=C2N=C(C=NC2=CC=C1Br)N1CCOCC1 5-cyano-6-bromo-3-(4-morpholinyl)-quinoxaline